6-(2-{5-[(1R,4R,7R)-7-amino-2-azabicyclo[2.2.1]heptane-2-carbonyl]-7-methoxy-1-methyl-1H-1,3-benzodiazol-2-yl}-1-(cyclopropylmethyl)-1H-indol-6-yl)cinnolin-4-ol N[C@H]1[C@@H]2N(C[C@H]1CC2)C(=O)C2=CC1=C(N(C(=N1)C=1N(C3=CC(=CC=C3C1)C=1C=C3C(=CN=NC3=CC1)O)CC1CC1)C)C(=C2)OC